C(C)(C)(C)OC(C(CC1(NC(NC1=O)=O)C)C)=O 2-Methyl-3-(4-methyl-2,5-dioxo-imidazolidin-4-yl)-propionic acid tert-butyl ester